ClC1=CC=C2C(=NN(C2=C1)C=1C=C(C=CC1)C)C(C)N1N=C(C=2C1=NC=NC2N)C 1-(1-(6-chloro-1-(m-tolyl)-1H-indazol-3-yl)ethyl)-3-methyl-1H-pyrazolo[3,4-d]pyrimidin-4-amine